(8-{6-Methoxy-5-[2-(1-methyl-piperidin-4-yl)-acetylamino]-pyridin-2-yl}-2,3-dihydro-benzo[1,4]dioxin-2-ylmethyl)-amid COC1=C(C=CC(=N1)C1=CC=CC2=C1OC(CO2)C[NH-])NC(CC2CCN(CC2)C)=O